3-(1-isopropyl-1H-benzo[d][1,2,3]triazol-5-yl)-5-(6-isopropylpyridin-3-yl)-1,2,4-oxadiazole C(C)(C)N1N=NC2=C1C=CC(=C2)C2=NOC(=N2)C=2C=NC(=CC2)C(C)C